C(#N)C=1C=C(C=C(C1)F)[C@H]1N(OCC1)C(=O)C1CCC(CCC1)COC1=CC(=NC=N1)C(=O)N 6-[[4-[(3S)-3-(3-cyano-5-fluoro-phenyl)isoxazolidine-2-carbonyl]cycloheptyl]methoxy]pyrimidine-4-carboxamide